COC(=O)[C@H]1[C@H](C1)C(NC=1N=CC2=C(N=C(C=C2C1)C=1C=NC=CC1C)N(CC1=CC=C(C=C1)OC)CC1=CC=C(C=C1)OC)=O |r| (±)-cis-2-(8-(bis(4-methoxybenzyl)amino)-6-(4-methylpyridin-3-yl)-2,7-Naphthyridin-3-ylcarbamoyl)cyclopropanecarboxylic acid methyl ester